C(#N)C=1C=CC(=C2N=CC=NC12)N1C[C@@H](C[C@@H](C1)C)NC(C[C@@H](C(C)(C)C)O)=O (S)-N-((3R,5S)-1-(8-cyanoquinoxalin-5-yl)-5-methylpiperidin-3-yl)-3-hydroxy-4,4-dimethylpentanamide